6,6'-((((1R,2R)-cyclohexane-1,2-diyl)bis(azanediyl))bis(methylene))dipicolinic acid [C@@H]1([C@@H](CCCC1)NCC1=CC=CC(=N1)C(=O)O)NCC1=CC=CC(=N1)C(=O)O